5-chloro-1'-{2-[2-(3-hydroxy-3-methylcyclobutyl)-1-methyl-4-(trifluoromethyl)-1H-1,3-benzimidazol-6-yloxy]ethyl}spiro[indoline-3,4'-piperidin]-2-one ClC=1C=C2C(=CC1)NC(C21CCN(CC1)CCOC=1C=C(C2=C(N(C(=N2)C2CC(C2)(C)O)C)C1)C(F)(F)F)=O